C1(CCCC1)N1C(N(C=2C=NC(=CC21)NC2=C(C=C(C#N)C=C2)C)C)=O 4-((1-Cyclopentyl-3-methyl-2-oxo-2,3-dihydro-1H-imidazo[4,5-c]pyridin-6-yl)amino)-3-methylbenzonitrile